C(C)C=1NC(=C(C(C1C(=O)O)=O)C1=CC=C(C=C1)F)C 2-ethyl-5-(4-fluorophenyl)-6-methyl-4-oxo-1,4-dihydropyridine-3-carboxylic acid